ClC1=C2C(=CNC2=C(C=C1)NS(=O)(=O)C=1C=NN(C1)[C@@H](CO)C)C#N N-(4-Chloro-3-cyano-1H-indol-7-yl)-1-[(1R)-2-hydroxy-1-methyl-ethyl]pyrazol-4-sulfonamid